5-(4-((4,7-dioxaspiro[2.5]oct-6-yl)methoxy)phenyl)-2-oxo-6-(trifluoromethyl)-1,2-dihydropyridine-3-carboxamide C1CC12OCC(OC2)COC2=CC=C(C=C2)C=2C=C(C(NC2C(F)(F)F)=O)C(=O)N